tert-butyl((3S,4S)-3-methyl-2-oxa-8-Azaspiro[4.5]decan-4-yl)carbamate C(C)(C)(C)OC(N[C@@H]1[C@@H](OCC12CCNCC2)C)=O